2-(5-((4-((2-(Dimethylamino)-4-phenylthiazol-5-yl)oxy)pyridin-2-yl)amino)pyridin-2-yl)propan-2-ol CN(C=1SC(=C(N1)C1=CC=CC=C1)OC1=CC(=NC=C1)NC=1C=CC(=NC1)C(C)(C)O)C